BrC1=NC(=NC=C1)OCC1=C(C=C(S1)C#N)F 5-[(4-bromopyrimidin-2-yl)oxymethyl]-4-fluoro-thiophene-2-carbonitrile